CC(C[C@H](C)O)C (2S)-4-methylpentan-2-ol